SCCC[Si](OCC)(OCC)OCC (3-Mercaptopropyl)triethoxy-silane